((1s,3s)-3-Hydroxy-3-methylcyclobutyl)(6-(3-methoxy-4-(trifluoromethyl)benzyl)-2-azaspiro[3.3]heptan-2-yl)methanon OC1(CC(C1)C(=O)N1CC2(C1)CC(C2)CC2=CC(=C(C=C2)C(F)(F)F)OC)C